[2-fluoro-4-(6-vinylpyrrolo[2,1-f][1,2,4]triazin-4-yl)phenyl]methanamine hydrochloride Cl.FC1=C(C=CC(=C1)C1=NC=NN2C1=CC(=C2)C=C)CN